(S)-4-(cyclopropyl(4-(5,6,7,8-tetrahydro-1,8-naphthyridin-2-yl)butyl)amino)-2-((((3-fluorobenzyl)oxy)carbonyl)amino)butanoic acid C1(CC1)N(CC[C@@H](C(=O)O)NC(=O)OCC1=CC(=CC=C1)F)CCCCC1=NC=2NCCCC2C=C1